5-amino-6-(4-(2,4-difluorophenoxy)piperidin-1-yl)pyridazine-3-carbonitrile NC=1C=C(N=NC1N1CCC(CC1)OC1=C(C=C(C=C1)F)F)C#N